3,6,8,8-tetramethylhexahydro-1H-3a,7-methanoazulene-5(4H)-one CC1CCC2C(C3C(C(CC12C3)=O)C)(C)C